CN(C1CCN(CC1)C(=O)C1=CC=C(C=C1)NC(=O)NC1=CC=C(C=C1)N1OC(OC(O1)N1CCOCC1)N1CCOCC1)C 1-(4-(4-(dimethylamino)piperidine-1-carbonyl)phenyl)-3-(4-(4,6-dimorpholino-1,3,5-trioxazin-2-yl)phenyl)urea